pentadecan-8-yl 4-[3-(dimethylamino)propylsulfanylcarbonyl-(4-oxo-4-pentadecan-8-yloxybutyl)amino]butanoate CN(CCCSC(=O)N(CCCC(=O)OC(CCCCCCC)CCCCCCC)CCCC(OC(CCCCCCC)CCCCCCC)=O)C